The molecule is a proanthocyanidin isolated from Dracaena draco. It has a role as a plant metabolite. It is a proanthocyanidin and an aromatic ether. CC1=C2C3=C(C=C(OC3=CC1=O)C4=CC=CC=C4)C5=C6C(=C(C=C5O2)OC)CC[C@H](O6)C7=CC=CC=C7